C(=O)(OC(C)(C)C)N1CC(NCC1)=O 1-Boc-3-oxopiperazine